F[C@H]1CC[C@]2(CC[C@@H]1N2)C (1R,3R,4S,5S)-4-fluoro-1-methyl-8-azabicyclo[3.2.1]octan